FC(C(=O)O)(F)F.C1(CCC1)OC1=NC=2N(C=C1C(=O)NC=1C(N(C=CC1)[C@@H]1[C@@H](C1)C)=O)C=C(N2)C21COC(C2)(C1)C 7-cyclobutoxy-2-(1-methyl-2-oxabicyclo[2.1.1]hexan-4-yl)-N-(1-((1S,2R)-2-methylcyclopropyl)-2-oxo-1,2-dihydropyridin-3-yl)imidazo[1,2-a]pyrimidine-6-carboxamide trifluoroacetate